COC[C@@H](C)NC1=C2C(=NC(=C1)NC1=CC=C(C3=C1OCCO3)C(=O)N3CCOCC3)NC=C2C(F)(F)F (R)-(8-((4-((1-methoxypropane-2-yl)amino)-3-(trifluoromethyl)-1H-pyrrolo[2,3-b]pyridin-6-yl)amino)-2,3-dihydrobenzo[b][1,4]dioxin-5-yl)(morpholino)methanone